5-((2-(4-(tert-butyl)phenyl)pyridin-4-yl)methyl)thiazolidine-2,4-dione monoisononyl-itaconate C(CCCCCC(C)C)OC(C(=C)CC(=O)O)=O.C(C)(C)(C)C1=CC=C(C=C1)C1=NC=CC(=C1)CC1C(NC(S1)=O)=O